(S)-N-(4-(3,4-dimethoxyphenyl)thiazol-2-yl)-4-methyl-2-(4-methylphenylsulfonamido)pentanamide COC=1C=C(C=CC1OC)C=1N=C(SC1)NC([C@H](CC(C)C)NS(=O)(=O)C1=CC=C(C=C1)C)=O